The molecule is a branched amino octasaccharide comprising a sequence of alpha-sialyl, beta-D-galactosyl, N-acetyl-beta-D-glucosaminyl, alpha-D-mannosyl, beta-D-mannosyl, N-acetyl-beta-D-glucosaminyl and N-acetyl-D-glucosamine residues linked respectively (2->6), (1->4), (1->2), (1->3), (1->4) and (1->4), to the beta-D-mannosyl residue of which is also linked (1->6) a further alpha-D-mannosyl residue. It has a role as an epitope. It is an amino octasaccharide and a glucosamine oligosaccharide. CC(=O)N[C@@H]1[C@H](C[C@@](O[C@H]1[C@@H]([C@@H](CO)O)O)(C(=O)O)OC[C@@H]2[C@@H]([C@@H]([C@H]([C@@H](O2)O[C@@H]3[C@H](O[C@H]([C@@H]([C@H]3O)NC(=O)C)O[C@H]4[C@H]([C@@H]([C@H](O[C@@H]4O[C@H]5[C@@H]([C@H](O[C@H]([C@H]5O)O[C@@H]6[C@H](O[C@H]([C@@H]([C@H]6O)NC(=O)C)O[C@@H]7[C@H](OC([C@@H]([C@H]7O)NC(=O)C)O)CO)CO)CO[C@@H]8[C@H]([C@H]([C@@H]([C@H](O8)CO)O)O)O)O)CO)O)O)CO)O)O)O)O